9-(dimethylboryl)anthracene CB(C=1C2=CC=CC=C2C=C2C=CC=CC12)C